N-[4-(2-hydroxyethyl)phenyl]-N-methyl-2-(2-oxo-4-phenyl-chromen-7-yl)oxy-acetamide ethyl-2-[4-(4-bromophenyl)-2-oxo-chromen-7-yl]oxypropanoate C(C)OC(C(C)OC1=CC=C2C(=CC(OC2=C1)=O)C1=CC=C(C=C1)Br)=O.OCCC1=CC=C(C=C1)N(C(COC1=CC=C2C(=CC(OC2=C1)=O)C1=CC=CC=C1)=O)C